2-bromohexadec-15-ynoic acid BrC(C(=O)O)CCCCCCCCCCCCC#C